C(C1=CC=CC=C1)OC1C(COC1)(O)C 4-(benzyloxy)-3-methyltetrahydrofuran-3-ol